ClC1=CC(=CC(=N1)NC1COC1)C1(COC1)CC1=NN=CN1C 6-chloro-4-[3-[(4-methyl-1,2,4-triazol-3-yl)methyl]oxetan-3-yl]-N-(oxetan-3-yl)pyridin-2-amine